1-(5-(5-(trifluoromethyl)-1,2,4-oxadiazol-3-yl)pyridin-2-yl)ethan-1-on FC(C1=NC(=NO1)C=1C=CC(=NC1)C(C)=O)(F)F